2-methyl-5-(5-methyl-7-oxo-5,6,7,8-tetrahydropteridin-4-yl)thiophene-3-carboxylic acid CC=1SC(=CC1C(=O)O)C1=NC=NC=2NC(CN(C12)C)=O